tert-butyl ((1r,4r)-4-((3-(2,3-difluorophenyl)-3-hydroxy-2-oxoindolin-1-yl)methyl)cyclohexyl)carbamate FC1=C(C=CC=C1F)C1(C(N(C2=CC=CC=C12)CC1CCC(CC1)NC(OC(C)(C)C)=O)=O)O